C1N(CC12NCCNC2)C=O 2,5,8-Triazaspiro[3.5]nonane-2-carbaldehyde